ammonium 4,6-difluoro-3-phenyl-1-benzothiophene-2-carboxylate FC1=CC(=CC2=C1C(=C(S2)C(=O)[O-])C2=CC=CC=C2)F.[NH4+]